methyl 4-[3-(difluoromethyl)-4-(4,4,5,5-tetramethyl-1,3,2-dioxaborolan-2-yl)pyrazol-1-yl]benzoate FC(C1=NN(C=C1B1OC(C(O1)(C)C)(C)C)C1=CC=C(C(=O)OC)C=C1)F